(±)-4-(4-(1-Aminoethyl)-8-fluoroquinolin-6-yl)-5-fluoro-N-(5-(4-methylpiperazin-1-yl)pyridin-2-yl)pyrimidin-2-amine trihydrochloride Cl.Cl.Cl.N[C@H](C)C1=CC=NC2=C(C=C(C=C12)C1=NC(=NC=C1F)NC1=NC=C(C=C1)N1CCN(CC1)C)F |r|